5-cyano-2-fluoro-benzenesulfonyl chloride C(#N)C=1C=CC(=C(C1)S(=O)(=O)Cl)F